methyl 2-(4-(3-amino-6-(2-hydroxyphenyl) pyridazin-4-yl) piperazin-1-yl)-2-methylpropionate NC=1N=NC(=CC1N1CCN(CC1)C(C(=O)OC)(C)C)C1=C(C=CC=C1)O